N-({4-amino-3-methyl-1H,3H-furo[3,4-c]quinolin-7-yl}methyl)-6-cyclopropyl-N-(2-methanesulfonylpyridin-3-yl)pyridine-3-carboxamide NC1=NC=2C=C(C=CC2C2=C1C(OC2)C)CN(C(=O)C=2C=NC(=CC2)C2CC2)C=2C(=NC=CC2)S(=O)(=O)C